C(C)(C)(C)C1=CC(=C(C(=C1)C)C=1NC2=CC=CC=C2C(C1C(=O)OCC)=O)OC1=C(C=C(C=C1)F)OC ethyl 2-[4-tert-butyl-2-(4-fluoro-2-methoxy-phenoxy)-6-methyl-phenyl]-4-oxo-1H-quinoline-3-carboxylate